((5-chloro-4-(5,5-dimethyl-5,6-dihydro-4H-pyrrolo[1,2-b]pyrazol-3-yl)pyridin-2-yl)carbamoyl)-2-azaspiro[4.4]nonane-2-carboxylic acid tert-butyl ester C(C)(C)(C)OC(=O)N1C(C2(CC1)CCCC2)C(NC2=NC=C(C(=C2)C2=C1N(N=C2)CC(C1)(C)C)Cl)=O